C(C)(C)(C)[Si](C)(C)OC=1C=C2C(=NN(C2=CC1)C1OCCCC1)I tert-butyl-(3-iodo-1-tetrahydropyran-2-yl-indazol-5-yl)oxy-dimethyl-silane